N-Boc-(±)-methylalanine C(=O)(OC(C)(C)C)N([C@@H](C)C(=O)O)C |r|